OC[C@H]1OC([C@H]2[C@@H]1OC(O2)(C)C)O (3ar,6r,6ar)-6-(hydroxymethyl)-2,2-dimethyl-tetrahydrofurano[3,4-d][1,3]dioxolan-4-ol